F[C@@H]1C[C@@H](N(C1)C)COC=1C=CC(=C(C(=O)NC2(CC2)C2=CC=CC3=CC=CC=C23)C1)C 5-(((2R,4R)-4-Fluoro-1-methylpyrrolidin-2-yl)methoxy)-2-methyl-N-(1-(naphthalen-1-yl)cyclopropyl)benzamide